2,4-di(tert-butyl)-6-(5-chlorobenzotriazol-2-yl)phenol C(C)(C)(C)C1=C(C(=CC(=C1)C(C)(C)C)N1N=C2C(=N1)C=CC(=C2)Cl)O